1-(chloromethyl)-4-nitro-benzene ClCC1=CC=C(C=C1)[N+](=O)[O-]